COC(=O)C=1C(=CC=2N(C1)C=CN2)OC(C)C 7-Isopropoxylimidazo[1,2-a]pyridine-6-carboxylic acid methyl ester